CSC=1N(C(=NN1)CCCO)C1=C(C(=C(C=C1)Cl)Cl)Cl 3-(5-(methylthio)-4-(2,3,4-trichlorophenyl)-4H-1,2,4-triazol-3-yl)propan-1-ol